(benzyloxy)-3-bromobenzaldehyde C(C1=CC=CC=C1)OC1=C(C=O)C=CC=C1Br